4-bromo-7-(5-(6-methylpyridin-2-yl)-1-(tetrahydro-2H-pyran-2-yl)-1H-pyrazol-4-yl)isoquinoline BrC1=CN=CC2=CC(=CC=C12)C=1C=NN(C1C1=NC(=CC=C1)C)C1OCCCC1